CN(C1CNC1)CCC1=NC=CC=C1 N-methyl-N-(2-(pyridin-2-yl)ethyl)azetidin-3-amine